C(C1=CC(=CC(=C1O)C(C)(C)C)C)C1=CC(=CC(=C1O)C(C)(C)C)C 2,2'-methylenebis(6-t-butyl-4-cresol)